ClC=1C=C(C=CC1F)[C@@H](CO)NC(=O)C1=CN(C=C1)C1=NC(=NC=C1C)NC1=CC=C(C=C1)F (S)-N-(1-(3-chloro-4-fluorophenyl)-2-hydroxyethyl)-1-(2-((4-fluorophenyl)amino)-5-methylpyrimidin-4-yl)-1H-pyrrole-3-carboxamide